4,4-dimethyl-5-((4-methylquinolin-2-yl)methyl)-3-propyl-4,5-dihydroisoxazole CC1(C(=NOC1CC1=NC2=CC=CC=C2C(=C1)C)CCC)C